3-methoxy-4-methylbenzamide COC=1C=C(C(=O)N)C=CC1C